5,10,15,20-tetrakis(4-carboxyphenyl)porphyrin manganese [Mn].C(=O)(O)C1=CC=C(C=C1)C=1C2=CC=C(N2)C(=C2C=CC(C(=C3C=CC(=C(C=4C=CC1N4)C4=CC=C(C=C4)C(=O)O)N3)C3=CC=C(C=C3)C(=O)O)=N2)C2=CC=C(C=C2)C(=O)O